N-(2-(3-(4-Fluoropiperidin-1-yl)propoxy)-5-(3'-methyl-2'-oxo-2',3'-dihydrospiro[cyclobutane-1,1'-pyrrolo[2,3-c]quinolin]-8'-yl)pyridin-3-yl)methanesulfonamide FC1CCN(CC1)CCCOC1=NC=C(C=C1NS(=O)(=O)C)C1=CC=2C3=C(C=NC2C=C1)N(C(C31CCC1)=O)C